N1=CC=C(C=C1)N1CCN(CC1)CC1=CC=2C(=CN=CC2)N1 2-[[4-(4-pyridinyl)piperazin-1-yl]methyl]-1H-pyrrolo[2,3-c]pyridine